COC1=CC=CN2C1=NC(=C(C2=O)CCO)C 9-(methoxy)-3-(2-hydroxyethyl)-2-methyl-4H-pyrido[1,2-a]pyrimidine-4-one